BrC=1C=C2C(=NC(=NN2C1)Cl)N(C(OC(C)(C)C)=O)CC1=C(C=NC=C1)F tert-butyl (6-bromo-2-chloropyrrolo[2,1-f][1,2,4]triazin-4-yl)((3-fluoropyridin-4-yl)methyl)carbamate